FC=1C=2N(C=C(C1)C[C@@H]1CC[C@H](CC1)C(=O)OC)N=C(N2)C methyl trans-4-[(8-fluoro-2-methyl-[1,2,4]triazolo[1,5-a]pyridin-6-yl)methyl]cyclohexanecarboxylate